ClC=1N=C2C(=C(C(N(C2=CC1)C)=O)C#N)N1C[C@@H]([C@@H](CC1)N(C1=C(C=C(C=C1)F)C)C)C 6-chloro-4-[(3S,4R)-4-(4-fluoro-N,2-dimethyl-anilino)-3-methyl-1-piperidinyl]-1-methyl-2-oxo-1,5-naphthyridine-3-carbonitrile